1-(5-(fluoromethyl)-6-methylpyridin-3-yl)-4,4-difluoro-3,3-dimethyl-3,4-dihydro-isoquinoline FCC=1C=C(C=NC1C)C1=NC(C(C2=CC=CC=C12)(F)F)(C)C